ammonium 2-({4-[2-(5-chloropyridin-2-yl)-2-methyl-1,3-benzodioxol-4-yl]piperidin-1-yl}methyl)-1-(2-methoxyethyl)-1H-benzimidazole-6-carboxylate ClC=1C=CC(=NC1)C1(OC2=C(O1)C=CC=C2C2CCN(CC2)CC2=NC1=C(N2CCOC)C=C(C=C1)C(=O)[O-])C.[NH4+]